BrC1=C(C(=C(C=C1)OC)OCC)F 1-Bromo-3-ethoxy-2-fluoro-4-methoxybenzene